8-(7-difluoromethyl-6-piperidin-4-yl-3,4-dihydro-2H-quinolin-1-yl)-[1,7]Naphthyridine-6-carboxylic acid FC(C1=C(C=C2CCCN(C2=C1)C=1N=C(C=C2C=CC=NC12)C(=O)O)C1CCNCC1)F